N-hydroxy-3-(2-methyl-[1,1'-biphenyl]-4-yl)benzo[c]isoxazole-5-carboxamide ONC(=O)C1=CC=2C(=NOC2C2=CC(=C(C=C2)C2=CC=CC=C2)C)C=C1